NC1=NC=2C=CC=CC2C2=C1N=C(N2CCCCNS(=O)(=O)C)CC N-[4-(4-amino-2-ethyl-1H-imidazo[4,5-c]quinolin-1-yl)butyl]-methanesulfonamide